C(C#C)NC(C=O)=O N-propargyl-2-oxoacetamide